Tert-butyl (S)-5-amino-4-(5-(6-amino-4-(hydroxymethyl)pyridin-2-yl)-1-oxoisoindolin-2-yl)-5-oxopentanoate NC([C@H](CCC(=O)OC(C)(C)C)N1C(C2=CC=C(C=C2C1)C1=NC(=CC(=C1)CO)N)=O)=O